C(C)OC(C#CCCOC(C)=O)OCC 1,1-diethoxy-5-acetoxy-2-pentyne